tert-butyl (S)-3-((3-(5-(pyrimidin-4-yl)-4H-1,2,4-triazol-3-yl)tetrahydrofuran-3-yl)amino)benzoate N1=CN=C(C=C1)C=1NC(=NN1)[C@@]1(COCC1)NC=1C=C(C(=O)OC(C)(C)C)C=CC1